5-chloro-2-((2-methoxy-4-(4-methylpiperazin-1-yl)phenyl)amino)pyrimidin ClC=1C=NC(=NC1)NC1=C(C=C(C=C1)N1CCN(CC1)C)OC